[Na+].C(CN(CC(=O)[O-])CC(=O)[O-])N(CC(=O)O)CC(=O)[O-].[Zn+2] Zinc ethylenediaminetetraacetic acid sodium salt